CO[C@H]1CN(C[C@@H]1NC(=O)NCCCCCCCCCCCCC)C=1OC(=CN1)C1=CC=C(C(=O)O)C=C1 4-(2-((3S,4S)-3-methoxy-4-(3-tridecylureido)pyrrolidin-1-yl)oxazol-5-yl)benzoic acid